C1(CC1)C1=NC=NC(=C1C=1N=CC2=C(N1)N(C(C(=C2)C(C)(C)O)=O)CC2=CC=C(C=C2)C=2N(C=C(N2)C(F)(F)F)C)OC 2-(4-cyclopropyl-6-methoxypyrimidin-5-yl)-6-(2-hydroxypropan-2-yl)-8-({4-[1-methyl-4-(trifluoromethyl)imidazol-2-yl]phenyl}methyl)pyrido[2,3-d]pyrimidin-7-one